BrCC(=O)C=1C=NC=C(C1)Cl 2-bromo-1-(5-chloropyridin-3-yl)ethan-1-one